N-(5-(tert-butyl)isoxazol-3-yl)-2-(4-(imidazo[1,2-a]pyridin-6-yl)phenyl)acetamide C(C)(C)(C)C1=CC(=NO1)NC(CC1=CC=C(C=C1)C=1C=CC=2N(C1)C=CN2)=O